1-(3-bromo-2,4-difluorophenyl)-N-(3-cyanophenyl)methanesulfonamide 2-(2-cyano-2-(2,4-dichloro-9H-thioxanthen-9-ylidene)acetamido)ethyl-methacrylate C(#N)C(C(=O)NCCOC(C(=C)C)=O)=C1C2=CC=CC=C2SC=2C(=CC(=CC12)Cl)Cl.BrC=1C(=C(C=CC1F)CS(=O)(=O)NC1=CC(=CC=C1)C#N)F